3-(1,3-benzodioxol-5-yl)-N,N-bis(2-pyridyl)prop-2-enamide O1COC2=C1C=CC(=C2)C=CC(=O)N(C2=NC=CC=C2)C2=NC=CC=C2